ClC1=NC=C(C(=N1)C=1C=C(C2=C(N(C(=N2)[C@H]2CN(CC2)C(=O)OC)C(C)C)C1)F)Cl methyl (R)-3-(6-(2,5-dichloropyrimidin-4-yl)-4-fluoro-1-isopropyl-1H-benzo[d]imidazol-2-yl)pyrrolidine-1-carboxylate